BrC1=CC(=C2C(=NC=NC2=C1)N)F 7-Bromo-5-fluoroquinazolin-4-amine